bromo-1-(4-bromophenyl)-1,3,3-trimethyl-indane BrC1C(C2=CC=CC=C2C1(C)C)(C)C1=CC=C(C=C1)Br